4-(4-amino-5-((4,6-difluoro-1,2-dimethyl-1H-benzo[d]imidazol-5-yl)ethynyl)-8-methyl-8,9-dihydropyrazino[1',2':1,5]pyrrolo[2,3-d]pyrimidin-7(6H)-yl)-4-oxobut-2-enoic acid methyl ester COC(C=CC(=O)N1CC2=C(C3=C(N=CN=C3N)N2CC1C)C#CC1=C(C2=C(N(C(=N2)C)C)C=C1F)F)=O